(n-heptyl)(n-nonyl) adipate C(CCCCC(=O)[O-])(=O)OCCCCCCCCCCCCCCCC